triphenylcarbonyl-rhodium C1(=CC=CC=C1)C(=O)[Rh](C(=O)C1=CC=CC=C1)C(=O)C1=CC=CC=C1